C(C)SC(CC1CC(=C(C(C1)=O)C(CC)=O)O)C 5-[2-(ethylthio)propyl]-2-propionyl-3-hydroxy-2-cyclohexene-1-one